C(C1=CC=CC=C1)(=O)N(C(OC)=S)C=1C(=NC(=CC1CO)C(F)(F)F)Cl methyl N-benzoyl-N-(2-chloro-4-(hydroxymethyl)-6-(trifluoromethyl)pyridin-3-yl)thiocarbamate